(trans)-Methyl 2',3',5',6'-tetrafluoro-5-methyl-4'-pentyl-1,2,3,4-tetrahydro-[1,1'-biphenyl]-2-carboxylate FC1=C(C(=C(C(=C1F)CCCCC)F)F)[C@H]1[C@@H](CCC(=C1)C)C(=O)OC